N-(2-hydroxy-3-(piperidin-1-yl)propoxy)pyridazin OC(CON1NC=CC=C1)CN1CCCCC1